ClC1=C(C=CC(=C1)C(=O)O)C(=O)O.ClC1=C(C=CC(=C1)C(=O)O)C(=O)O 2-chloro-1,4-benzenedicarboxylic acid (2-chloro-1,4-benzenedicarboxylate)